(R)-1-(4-((1-(8-bromo-6-cyclopropylimidazo[1,2-a]pyridin-2-yl)ethyl)amino)-2-nitrophenyl)ethan-1-one BrC=1C=2N(C=C(C1)C1CC1)C=C(N2)[C@@H](C)NC2=CC(=C(C=C2)C(C)=O)[N+](=O)[O-]